Sphinganin 1-phosphate P(=O)(O)(O)OC[C@H](N)[C@H](O)CCCCCCCCCCCCCCC